4-[3-(6,7-dihydro-5H-pyrazolo[1,5-a]pyrimidin-4-yl)-7,8-dihydro-5H-1,6-naphthyridin-6-yl]-6-methyl-quinazoline N1=CC=C2N1CCCN2C=2C=NC=1CCN(CC1C2)C2=NC=NC1=CC=C(C=C21)C